ClC1=C(CNC2=NC3=CC=CC=C3N=C2NCC2=C(C=CC=C2)Cl)C=CC=C1 N2,N3-Bis(2-chlorobenzyl)quinoxaline-2,3-diamine